FC=1C=C2C=CN(C2=CC1)CNC1=CC(=C(C#N)C=C1)C(F)(F)F 4-(((5-fluoro-1H-indol-1-yl)methyl)amino)-2-(trifluoromethyl)benzonitrile